(S)-6-[7-fluoro-6-[7-fluoro-3-(methoxymethoxy)-8-(2-triisopropylsilylethynyl)-1-naphthyl]-1-methyl-pyrazolo[4,3-c]pyridin-3-yl]-3-azabicyclo[3.1.0]hexane-2,3-dicarboxylate FC=1C2=C(C=NC1C1=CC(=CC3=CC=C(C(=C13)C#C[Si](C(C)C)(C(C)C)C(C)C)F)OCOC)C(=NN2C)C2C1CN(C([C@H]21)C(=O)[O-])C(=O)[O-]